C(C)O/C=C/C=1C=C(C=CC1C)C(C(=O)O)C 2-{3-[(1E)-2-ethoxyethenyl]-4-methylphenyl}propanoic acid